4-(3-benzyloxy-2,6-dimethyl-phenyl)-1-(2,2-difluoroethyl)pyrrolo[2,3-b]pyridine-3,6-dicarbonitrile C(C1=CC=CC=C1)OC=1C(=C(C(=CC1)C)C1=C2C(=NC(=C1)C#N)N(C=C2C#N)CC(F)F)C